(7R,14R)-11-{6-[(1S,2R)-1-Amino-2-methylcyclobutyl]-5-fluoropyridin-3-yl}-1-(difluoromethoxy)-6,7-dihydro-7,14-methanobenzimidazo[1,2-b][2,5]benzodiazocin-5(14H)-one N[C@@]1([C@@H](CC1)C)C1=C(C=C(C=N1)C=1C=CC2=C(C1)N1[C@H]3C4=C(C(N[C@@H](C1=N2)C3)=O)C=CC=C4OC(F)F)F